BrC=1C(NC(NC1CC1=CC=CC2=CC=CC=C12)=O)=O 5-bromo-6-(naphthalen-1-ylmethyl)pyrimidine-2,4(1H,3H)-dione